C(C=CC1=CC=CC=C1)[N+]1=C2N(C(C(=C1O)C)=O)C=CC=C2 1-cinnamyl-3-methyl-4-oxo-4H-pyrido[1,2-a]pyrimidin-1-ium-2-ol